ClC1=C(C=CC(=C1)Cl)C=1CCCC2=C(C1C1=CC=C(C=C1)CC1CN(CC1)CCC(F)F)C=CC(=C2)C(=O)O 8-(2,4-dichlorophenyl)-9-(4-((1-(3,3-difluoropropyl)pyrrolidin-3-yl)methyl)phenyl)-6,7-dihydro-5H-benzo[7]annulene-3-carboxylic acid